C(CCCC)P(CCP(CCCCC)CCCCC)CCCCC 1,2-bis(diamylphosphino)ethane